R-β-hydroxypentanoate O[C@@H](CC(=O)[O-])CC